Cl.Cl.C1N[C@@H](CC2=CC=CC=C12)CN1CCOCC1 4-[[(3S)-1,2,3,4-tetrahydroisoquinolin-3-yl]methyl]morpholine dihydrochloride